ethyl (E)-3-(5-fluoro-2-nitrophenyl)acrylate FC=1C=CC(=C(C1)/C=C/C(=O)OCC)[N+](=O)[O-]